(R)-2-isobutyl-N1-((S)-3-oxo-1-((S)-2-oxopyrrolidin-3-yl)-4-(2,3,5,6-tetrafluorophenoxy)butan-2-yl)-N4-phenylsuccinamide C(C(C)C)[C@@H](C(=O)N[C@@H](C[C@H]1C(NCC1)=O)C(COC1=C(C(=CC(=C1F)F)F)F)=O)CC(=O)NC1=CC=CC=C1